1-((2R,4S,5R)-4-((tert-butyldimethylsilyl)oxy)-5-(((2-sulfido-1,3,2-dithiaphospholan-2-yl)oxy)methyl)tetrahydrofuran-2-yl)pyrimidine-2,4(1H,3H)-dione [Si](C)(C)(C(C)(C)C)O[C@H]1C[C@@H](O[C@@H]1COP1(SCCS1)=S)N1C(NC(C=C1)=O)=O